ethyl 2-(4-chloro-6-oxo-1H-pyridazin-5-yl)acetate ClC=1C=NNC(C1CC(=O)OCC)=O